N1=C(N)N=C(N)N=C1N.CC=1C(=C(C=CC1)OP(=O)(OC1=C(C(=CC=C1)C)C)O)C.FC(CCC(F)(F)F)(F)F 1,2-bis(trifluoromethyl)ethane bis(dimethylphenyl)phosphate melamine salt